2-(2-Methyl-6-((E)-(4-((E)-phenyldiazenyl)naphthalen-1-yl)diazenyl)-2,3-dihydro-1H-perimidin-2-yl)ethyl-5-((3aR,4R,6aS)-2-oxohexahydro-1H-thieno[3,4-d]imidazol-4-yl)pentanoate CC1(NC=2C=CC=C3C(=CC=C(N1)C23)\N=N\C2=CC=C(C3=CC=CC=C23)\N=N\C2=CC=CC=C2)CCOC(CCCC[C@H]2SC[C@H]3NC(N[C@H]32)=O)=O